C(=C)[SiH](N([Si](OC)(OC)OC)OC)C=C divinyl-tetramethoxydisilazane